methyl 5-[3-[4-[3-(dimethylamino)prop-1-ynyl]-2-fluoro-phenoxy]propyl]-2-[(5-methoxy-5-oxo-pentyl)amino]thiazole-4-carboxylate CN(CC#CC1=CC(=C(OCCCC2=C(N=C(S2)NCCCCC(=O)OC)C(=O)OC)C=C1)F)C